FC1=CC=C(C=C1)CCC1NC2=C(CNC1=O)C(=CC=C2)C(F)(F)F 2-[2-(4-fluorophenyl)ethyl]-6-(trifluoromethyl)-1,2,4,5-tetrahydro-1,4-benzodiazepin-3-one